COC(\C=C(\CC1=C(C=C(C(=C1)F)F)F)/NC(=O)OC(C)(C)C)=O (Z)-3-[N-(tert-butoxycarbonyl)amino]-4-(2,4,5-trifluorophenyl)-2-butenoic acid methyl ester